6-hydroxy-4H-chromen OC=1C=C2CC=COC2=CC1